(2S,12R,12aS)-8-methoxy-2,3,4,5,6,11,12,12a-octahydro-1H-2,12-methanopyrrolo[1',2':1,2]azepino[4,5-b]indol-4-ium Chloride [Cl-].COC=1C=C2C3=C(NC2=CC1)[C@H]1[C@H]2[NH+](CC3)C[C@H](C2)C1